ClC=1C(=CC(=NC1)OC)C1=CC(=NN1)C(=O)N1CCC(CC1)C(=O)NC1(CCOCC1)C 1-[5-(5-chloro-2-methoxypyridin-4-yl)-1H-pyrazole-3-carbonyl]-N-(4-methyloxan-4-yl)piperidine-4-carboxamide